C(C)C(CC1=CC=C(S1)C(C(=O)C=1SC(=CC1)CC(CCCC)CC)=O)CCCC 1,2-Bis(5-(2-ethylhexyl)thiophen-2-yl)ethane-1,2-Dion